BrC1=C(C(=C2C(=NC(=NC2=C1F)Cl)O)F)Cl 7-bromo-2,6-dichloro-5,8-difluoro-quinazolin-4-ol